COC1=C(C=CC=C1)C(C=O)=C 2-methoxy-phenyl-2-propenal